(S)-4-(3-(3-methylpiperidin-1-yl)propoxy)aniline (6E)-9-hydroxy-6-nonenyl-acetate OCC/C=C/CCCCCCC(=O)O.C[C@@H]1CN(CCC1)CCCOC1=CC=C(N)C=C1